[(1S,2R)-2-fluorocyclopropyl]-[(5S,7S)-7-fluoro-5-(2-fluorophenyl)-6,7-dihydro-5H-pyrrolo[1,2-b][1,2,4]triazol-2-yl]methanone F[C@H]1[C@@H](C1)C(=O)C=1N=C2N(N1)[C@@H](C[C@@H]2F)C2=C(C=CC=C2)F